CN1CCN(CC1)CCC(=O)O 3-(4-methylpiperazine-1-yl)propionic acid